FC(CC1=NN=C(S1)NC(=O)C1=NN2C(C(N(CC2)CC2=C(C=CC=C2)Cl)=O)=C1C1CC1)(F)F 5-(2-chlorobenzyl)-3-cyclopropyl-4-oxo-4,5,6,7-tetrahydropyrazolo[1,5-a]pyrazine-2-carboxylic acid [5-(2,2,2-trifluoroethyl)[1,3,4]thiadiazol-2-yl]amide